C(CCC)NC=1N=CC2=C(N(C(C=3C=C(C=CC23)N2CCN(CC2)C)=O)C2CC3(C2)CC(C3)O)N1 3-(Butylamino)-5-(6-hydroxyspiro[3.3]heptan-2-yl)-8-(4-methylpiperazin-1-yl)pyrimido[4,5-c]isoquinolin-6(5H)-one